tert-butyl (S)-2-cyano-4-(2-(1-(2-(pyridin-2-yl)ethyl)-3-(trifluoromethyl)-1H-pyrazol-4-yl)phenyl)-4,7-dihydrothieno[2,3-c]pyridine-6(5H)-carboxylate C(#N)C1=CC2=C(CN(C[C@H]2C2=C(C=CC=C2)C=2C(=NN(C2)CCC2=NC=CC=C2)C(F)(F)F)C(=O)OC(C)(C)C)S1